(R)-3-((S)-1-((S)-4-benzyl-2-oxooxazolidin-3-yl)-3-(3-bromo-2,4-difluorophenyl)-1-oxopropan-2-yl)pyrrolidine-1-carboxylic acid tert-butyl ester C(C)(C)(C)OC(=O)N1C[C@H](CC1)[C@@H](C(=O)N1C(OC[C@@H]1CC1=CC=CC=C1)=O)CC1=C(C(=C(C=C1)F)Br)F